benzyl (S)-3-benzyl-2-(6-bromo-1H-indazol-3-yl)-5-isopropyl-4,5,6,7-tetrahydro-3H-imidazo[4,5-c]pyridine-6-carboxylate C(C1=CC=CC=C1)N1C(=NC2=C1CN([C@@H](C2)C(=O)OCC2=CC=CC=C2)C(C)C)C2=NNC1=CC(=CC=C21)Br